7-tert-butyl-1,3,5,9-tetrakis(4-(1,2,2-triphenylvinyl)phenyl)pyrene C(C)(C)(C)C=1C=C2C(=CC3=C(C=C(C4=CC(=C(C1)C2=C43)C4=CC=C(C=C4)C(=C(C4=CC=CC=C4)C4=CC=CC=C4)C4=CC=CC=C4)C4=CC=C(C=C4)C(=C(C4=CC=CC=C4)C4=CC=CC=C4)C4=CC=CC=C4)C4=CC=C(C=C4)C(=C(C4=CC=CC=C4)C4=CC=CC=C4)C4=CC=CC=C4)C4=CC=C(C=C4)C(=C(C4=CC=CC=C4)C4=CC=CC=C4)C4=CC=CC=C4